C(C)(C)(C)OC(=O)N1CCC(CC1)N1N=CC(=C1)C(=O)OCC 4-(4-ethoxycarbonylpyrazol-1-yl)piperidine-1-carboxylic acid tert-butyl ester